FC(CC1=CC=C(C=NS(=O)C(C)(C)C)C=C1)(F)F N-(4-trifluoroethyl-benzylidene)-2-methylpropane-2-sulfinamide